C1(CC1)C1(CN(CC1)C=1C=C(C(=NC1)C(F)(F)F)NC(C1=NC(=CC=C1)C=1C=NN(C1)CC1CC1)=O)O N-(5-(3-cyclopropyl-3-hydroxypyrrolidin-1-yl)-2-(trifluoromethyl)pyridin-3-yl)-6-(1-(cyclopropylmethyl)-1H-pyrazol-4-yl)picolinamide